NC=1N2C(C=3N(C(N(C3N1)CCN1CCN(CC1)C1=CC=C(C=C1)OCCOC)=O)CC)=NC(=N2)C2=CC=NS2 5-Amino-1-ethyl-8-isothiazol-5-yl-3-(2-{4-[4-(2-methoxy-ethoxy)-phenyl]-piperazin-1-yl}-ethyl)-1,3-dihydro-[1,2,4]triazolo[5,1-i]purin-2-one